1-(Acetamido)-5-methylindole C(C)(=O)NN1C=CC2=CC(=CC=C12)C